BrC1=C(C=CC(=N1)C=1C2=C(N=NC1)N(C=N2)CC)F 4-(6-bromo-5-fluoropyridin-2-yl)-7-ethyl-7H-imidazo[4,5-c]pyridazine